1-(5Z,8Z,11Z,14Z,17Z-eicosapentaenoyl)-2-(9Z-tetradecenoyl)-glycero-3-phosphoserine CCCC/C=C\CCCCCCCC(=O)O[C@H](COC(=O)CCC/C=C\C/C=C\C/C=C\C/C=C\C/C=C\CC)COP(=O)(O)OC[C@@H](C(=O)O)N